C1CCC2=CC(=CC=C12)CC1=NC=CC(=N1)NC1=C2CN(C(C2=C(C=C1)OC)=O)C1C(NC(CC1)=O)=O 3-(4-((2-((2,3-dihydro-1H-inden-5-yl)methyl)pyrimidin-4-yl)amino)-7-methoxy-1-oxoisoindolin-2-yl)piperidine-2,6-dione